N1C=C(C2=CC=CC=C12)C#N indole-3-carbonitrile